Ethyl 4-(4-(5-(hydroxymethyl) isoxazol-3-yl) phenyl)-7-(4-(trifluoromethyl) phenyl)-2-naphthoate OCC1=CC(=NO1)C1=CC=C(C=C1)C1=CC(=CC2=CC(=CC=C12)C1=CC=C(C=C1)C(F)(F)F)C(=O)OCC